C(C)N(S(=O)(=O)C1=C(C=CC=C1)S(=O)(=O)N1C[C@@H](CCC1)C(=O)OCC)CC Ethyl (R)-1-((2-(N,N-diethylsulfamoyl)phenyl)sulfonyl)piperidine-3-carboxylate